Ethyl-5-((1-((2S)-2-(azidomethyl)-7-fluoro-2,3-dihydrobenzo[b][1,4]dioxin-5-yl)ethyl)amino)pyrazole C(C)C1=NNC(=C1)NC(C)C1=CC(=CC=2O[C@H](COC21)CN=[N+]=[N-])F